The molecule is a maltoheptaose heptasaccharide in which the glucose residue at the reducing end is in the pyranose ring form and has alpha configuration at the anomeric carbon atom. C([C@@H]1[C@H]([C@@H]([C@H]([C@H](O1)O[C@@H]2[C@H](O[C@@H]([C@@H]([C@H]2O)O)O[C@@H]3[C@H](O[C@@H]([C@@H]([C@H]3O)O)O[C@@H]4[C@H](O[C@@H]([C@@H]([C@H]4O)O)O[C@@H]5[C@H](O[C@@H]([C@@H]([C@H]5O)O)O[C@@H]6[C@H](O[C@@H]([C@@H]([C@H]6O)O)O[C@@H]7[C@H](O[C@@H]([C@@H]([C@H]7O)O)O)CO)CO)CO)CO)CO)CO)O)O)O)O